glutaryl-coA C(CCCC(=O)O)(=O)SCCNC(CCNC([C@@H](C(COP(OP(OC[C@@H]1[C@H]([C@H]([C@@H](O1)N1C=NC=2C(N)=NC=NC12)O)OP(=O)(O)O)(=O)O)(=O)O)(C)C)O)=O)=O